[C@H]12OC[C@H](N(C1)C=1NC(C=3C(N1)=NN(C3)C3=C(C=C(C=C3C)C3CC3)C)=O)C2 6-((1R,4R)-2-oxa-5-azabicyclo[2.2.1]heptan-5-yl)-2-(4-cyclopropyl-2,6-dimethylphenyl)-2,5-dihydro-4H-pyrazolo[3,4-d]pyrimidin-4-one